3-(4-methoxyphenyl)prop-2-yn-1-ol COC1=CC=C(C=C1)C#CCO